[N+](=O)([O-])C1=C(C=CC=C1)C1=CC=CC=2SC3=CC=CC=C3C3(C12)C1=CC=CC=C1C=1C=CC=CC13 (2-nitrophenyl)spiro[fluorene-9,9'-thioxanthene]